CC1N2C=3N=CN=CC3OCC2COC1 5-methyl-5,6,8a,9-tetrahydro-8H-7,10-dioxa-2,4,4b-triazaphenanthrene